5-(3-{2-ethyl-4-[(7-methoxy-4-quinazolinyl)oxy]phenyl}-2,4-dioxo-1-imidazolidinyl)nicotinonitrile C(C)C1=C(C=CC(=C1)OC1=NC=NC2=CC(=CC=C12)OC)N1C(N(CC1=O)C=1C=NC=C(C#N)C1)=O